2,4,8-trimethylspiro[5.5]undec-3-en CC1CC2(CC(=C1)C)CC(CCC2)C